NC=1C=C2C(N(C(C2=CC1)C)CC1=CC2=C(NC(O2)=O)C=C1)=O 6-((5-amino-1-methyl-3-oxoisoindolin-2-yl)methyl)benzo[d]oxazol-2(3H)-one